N-(5-(3,5-difluorobenzyl)-1H-indazol-3-yl)-2-methyl-7-nitro-1,2,3,4-tetrahydroisoquinoline-6-carboxamide FC=1C=C(CC=2C=C3C(=NNC3=CC2)NC(=O)C=2C=C3CCN(CC3=CC2[N+](=O)[O-])C)C=C(C1)F